[Si](C)(C)(C(C)(C)C)OCC[C@@H]1N(S(OC1)(=O)=O)C(=O)OC(C)(C)C tert-butyl (4S)-4-{2-[(tert-butyldimethylsilyl)oxy]ethyl}-2,2-dioxo-1,2lambda6,3-oxathiazolidine-3-carboxylate